C(C)(C)(C)OC(N(C(C)C)CCOC1=NC=C(C=C1[N+](=O)[O-])Br)=O N-[2-[(5-bromo-3-nitropyridin-2-yl)oxy]ethyl]-N-(prop-2-yl)carbamic acid tert-butyl ester